C(C)[C@@H]1N(C[C@H](N(C1)C(C)C1=NC=NC=C1)CC)C=1C=2C(N(C(C1)=O)C)=CN(N2)CC#N 2-(7-((2S,5R)-2,5-diethyl-4-(1-(pyrimidin-4-yl)ethyl)piperazin-1-yl)-4-methyl-5-oxo-4,5-dihydro-2H-pyrazolo[4,3-b]pyridin-2-yl)acetonitrile